(S)-7-(4-methoxybenzyl)-6-methyl-5,6,7,8-tetrahydroimidazo[1,5-a]pyrazine-1-carboxylic acid methyl ester COC(=O)C=1N=CN2C1CN([C@H](C2)C)CC2=CC=C(C=C2)OC